C1=C(C=CC2=CC=CC=C12)C1=CC=2CC3=CC(=CC=C3C2C=C1)C1=CC2=CC=CC=C2C=C1 2,7-bis(2-naphthyl)fluorene